4-bromo-1-(3-((difluoromethoxy)methyl)bicyclo[1.1.1]pentan-1-yl)-1H-pyrazole BrC=1C=NN(C1)C12CC(C1)(C2)COC(F)F